3,8-diazabicyclooctane-8-carboxylate C1(CNCCCCN1C(=O)[O-])C1CCCCCCC1